benzyl 4-(2-acetyl-7-(7-(difluoromethyl)-6-(1-methyl-1H-pyrazol-4-yl)-3,4-dihydroquinolin-1(2H)-yl)isoindol-5-yl)-3,6-dihydropyridine-1(2H)-carboxylate C(C)(=O)N1C=C2C(=CC(=CC2=C1)C=1CCN(CC1)C(=O)OCC1=CC=CC=C1)N1CCCC2=CC(=C(C=C12)C(F)F)C=1C=NN(C1)C